3-amino-N-(1-(2,6-difluorophenyl)ethyl)-6-(1-methyl-6-oxo-1,6-dihydropyridin-3-yl)-5-(oxazol-2-yl)pyrazine-2-carboxamide NC=1C(=NC(=C(N1)C=1OC=CN1)C1=CN(C(C=C1)=O)C)C(=O)NC(C)C1=C(C=CC=C1F)F